8-(1-aminoethyl)-3,6-dimethyl-2-(2-oxa-8-azaspiro[3.5]nonan-8-yl)quinazolin-4-one NC(C)C=1C=C(C=C2C(N(C(=NC12)N1CCCC2(COC2)C1)C)=O)C